N-(3-carbamoyl-5,5,7,7-tetramethyl-5,7-dihydro-4H-thieno[2,3-c]pyran-2-yl)-5-isopropyl-1H-pyrazole-3-carboxamide C(N)(=O)C1=C(SC=2C(OC(CC21)(C)C)(C)C)NC(=O)C2=NNC(=C2)C(C)C